C1(CC1)NC(C1=C(C=C(C=C1)F)SC1=CC=C2C(=NNC2=C1)\C=C\C1=NC=C(C=C1)CN(CC)CC)=O N-cyclopropyl-2-({3-[(E)-2-{5-[(diethylamino)methyl]pyridin-2-yl}vinyl]-1H-indazol-6-yl}thio)-4-fluorobenzamide